CN(C1=CC=NC=C1)C (E)-4-dimethylaminopyridine